COC1=C(C=CC(=C1)CCC(CC(CCCCCCCCC)O)=O)[O-] 2-methoxy-4-(5-hydroxy-3-oxotetradecyl)phenolate